C(C)(C)C1=C(C#N)C=CC(=C1)OC1=NC=C(C=C1)N1C2=NC=NC=C2NC1=O 2-isopropyl-4-[[5-(8-oxo-7H-purin-9-yl)-2-pyridinyl]oxy]benzonitrile